tert-butyl 3-[4-[3-chloro-4-[(6-fluoro-2-pyridyl)methoxy]anilino]quinazolin-6-yl]piperidine-1-carboxylate ClC=1C=C(NC2=NC=NC3=CC=C(C=C23)C2CN(CCC2)C(=O)OC(C)(C)C)C=CC1OCC1=NC(=CC=C1)F